2-(((S)-3-(3-chloro-5-fluorophenyl)-5-(piperidin-1-yl)pentyl)(methyl)amino)-2-(4-fluoro-3-methyl-2-((1r,4S)-4-(1-methylcyclopropoxy)cyclohexyl)phenyl)acetic acid ClC=1C=C(C=C(C1)F)[C@H](CCN(C(C(=O)O)C1=C(C(=C(C=C1)F)C)C1CCC(CC1)OC1(CC1)C)C)CCN1CCCCC1